ClC1=CC(=C(C=N1)CO)NCCCN1CCOCC1 (6-chloro-4-((3-morpholinopropyl)amino)pyridin-3-yl)methanol